FC1=NN2C(N=CC3=C2C(C[C@@H]3C(=O)NC=3C=NC(=C(C3)C)N3N=CC=N3)(C)C)=C1 (S)-2-fluoro-8,8-dimethyl-N-(5-methyl-6-(2H-1,2,3-triazol-2-yl)pyridin-3-yl)-7,8-dihydro-6H-cyclopenta[e]pyrazolo[1,5-a]pyrimidine-6-carboxamide